CC1=C(N=C2N1C=C(C=C2)OC2=NC=C(N=C2OCC(F)(F)F)C)C(=O)NC2(CCS(CC2)(=O)=O)C 3-methyl-N-(4-methyl-1,1-dioxo-thian-4-yl)-6-[5-methyl-3-(2,2,2-trifluoroethoxy)pyrazin-2-yl]oxy-imidazo[1,2-a]pyridine-2-carboxamide